5-(2-(4-fluoropiperidin-1-yl)-6-methylpyridin-4-yl)-1,3,4-oxadiazole FC1CCN(CC1)C1=NC(=CC(=C1)C1=NN=CO1)C